ClC1=C(C2=C(N=N1)SC1=C2N=CN=C1NC1CCC1)C 3-chloro-N-cyclobutyl-4-methyl-pyrimido[4',5':4,5]thieno[2,3-c]pyridazin-8-amine